1-(4-fluoro-2-methoxyphenyl)-2-oxo-N-[4-(trifluoromethyl)phenyl]-1,2-dihydropyridine-3-carboxamide FC1=CC(=C(C=C1)N1C(C(=CC=C1)C(=O)NC1=CC=C(C=C1)C(F)(F)F)=O)OC